N-((2-(4-(4-Fluorophenoxy)phenyl)pyrimidin-5-yl)methyl)-2-(1H-pyrazol-4-yl)-6-(trifluoromethyl)pyridin-4-amine FC1=CC=C(OC2=CC=C(C=C2)C2=NC=C(C=N2)CNC2=CC(=NC(=C2)C(F)(F)F)C=2C=NNC2)C=C1